8-bromo-3-fluoroquinolin-6-ol BrC=1C=C(C=C2C=C(C=NC12)F)O